2-(difluoromethyl)-6-nonylpyridin-4-ol FC(C1=NC(=CC(=C1)O)CCCCCCCCC)F